4-[1-(4-fluorophenyl)-2-isopropyl-4-(methoxymethyloxy)pyrrolo[2,3-C]pyridin-3-yl]benzoic acid FC1=CC=C(C=C1)N1C(=C(C=2C1=CN=CC2OCOC)C2=CC=C(C(=O)O)C=C2)C(C)C